COCCOCC[C@@H](C[C@H](N)C(=O)[O-])C(=O)[O-] |&1:7| γ-[2-(2-methoxyethoxy)ethyl]-rac-glutamate